N-(pyrazolo[1,5-a]pyrimidin-3-yl)-1-azaspiro[4.5]decan-8-yl-2H-indazole-5-carboxamide N1=CC(=C2N1C=CC=N2)NC(=O)C2=CC1=CN(N=C1C=C2)C2CCC1(CCCN1)CC2